C(C)(C)(C)C=1C=C(C[N-]CC2=CC(=C(C(=C2)C(C)(C)C)O)C(C)(C)C)C=C(C1O)C(C)(C)C bis(3,5-di-tert-butyl-4-hydroxybenzyl)amide